((3-hydroxycyclohexyl)methyl)benzamide OC1CC(CCC1)CC1=C(C(=O)N)C=CC=C1